FC(C1=C(C=2C(=NC=C(C2)C2=CC=C(CN3CC(CCC3)O)C=C2)N1)C1=CC(=CC=C1)F)F 1-(4-(2-(difluoromethyl)-3-(3-fluorophenyl)-1H-pyrrolo[2,3-b]pyridin-5-yl)benzyl)piperidin-3-ol